triglycerol dipalmitate C(CCCCCCCCCCCCCCC)(=O)O.C(CCCCCCCCCCCCCCC)(=O)O.OCC(O)CO.OCC(O)CO.OCC(O)CO